CN1C2=C(C=3C=CC=CC13)CN(CC2)CCCCOC2=CC=C1C=CC(NC1=C2)=O 7-(4-(5-methyl-1,3,4,5-tetrahydro-2H-pyrido[4,3-b]indol-2-yl)butoxy)quinolin-2(1H)-one